ClC1=C(C=CC(=C1)NCC=1SC(=CC1)Cl)NC(CC1=CC(=CC=C1)OC)=O N-{2-Chloro-4-[(5-chloro-thiophen-2-ylmethyl)-amino]-phenyl}-2-(3-methoxyphenyl)-acetamide